CC(CCOC(=O)NC1=C(N=NN1C)C1=CC=C(C(=N1)C)O[C@@H]1C[C@H](CCC1)C(=O)O)(C)C (1S,3S)-3-((6-(5-(((3,3-dimethyl-butoxy)carbonyl)amino)-1-methyl-1H-1,2,3-triazol-4-yl)-2-methyl-pyridin-3-yl)oxy)cyclohexane-1-carboxylic acid